2-[1-(benzyloxy)-2-hydroxyethyl]-4-chloro-N-[(1S)-2-(6-fluoro-2,3-dimethylphenyl)-1-(5-oxo-4H-1,3,4-oxadiazol-2-yl)propyl]benzenesulfonamide C(C1=CC=CC=C1)OC(CO)C1=C(C=CC(=C1)Cl)S(=O)(=O)N[C@@H](C(C)C1=C(C(=CC=C1F)C)C)C=1OC(NN1)=O